8-[(2-acetyl-2-azaspiro[3.3]heptan-6-yl)oxy]-4-[(2R)-3-(3,4-dihydro-1H-isoquinoline-2-yl)-2-hydroxy-propyl]-2,3-dihydro-1,4-benzoxazepin-5-one C(C)(=O)N1CC2(C1)CC(C2)OC2=CC1=C(C(N(CCO1)C[C@@H](CN1CC3=CC=CC=C3CC1)O)=O)C=C2